4-(aminomethyl)-N-(4-(2-((3R,4R)-3,4-dihydroxypyrrolidin-1-yl)-2-oxoethoxy)benzyl)benzamide hydrochloride Cl.NCC1=CC=C(C(=O)NCC2=CC=C(C=C2)OCC(=O)N2C[C@H]([C@@H](C2)O)O)C=C1